NCCNCCNCCNCCNCCN pentaethylenehexa-amine